N12CCCC(C(C1)O)C2 Azabicyclo[3.2.1]Octan-6-ol